2-((S)-1-Acryloyl-4-((S)-2-(2-(dimethylamino)ethoxy)-7-((R)-2-methylindolin-1-yl)-5,6,7,8-tetrahydroquinazolin-4-yl)piperazin-2-yl)acetonitrile C(C=C)(=O)N1[C@H](CN(CC1)C1=NC(=NC=2C[C@H](CCC12)N1[C@@H](CC2=CC=CC=C12)C)OCCN(C)C)CC#N